2-[6-[7-(difluoromethylsulfanyl)imidazo[1,2-a]pyridin-2-yl]-5-ethylsulfonyl-3-pyridyl]-2-methyl-propanenitrile FC(F)SC1=CC=2N(C=C1)C=C(N2)C2=C(C=C(C=N2)C(C#N)(C)C)S(=O)(=O)CC